BrC=1C=C2/C(/C(NC2=CC1)=O)=C\1/NC2=CC=CC=C2/C1=N\OCCN1C[C@@H]2C([C@@H]2C1)NC(OC(C)(C)C)=O tert-butyl ((1R,5S,6s)-3-(2-(((E)-((Z)-5'-bromo-2'-oxo-[2,3'-biindolinylidene]-3-ylidene)amino)oxy)ethyl)-3-azabicyclo[3.1.0]hexan-6-yl)carbamate